COC(C(CC=C(C)C)(C)C)OC 1,1-di-methoxy-2,2,5-trimethyl-4-hexene